C(#N)C1=C(C=C(C2=C1CCO2)C2=CC=C(C=C2)C(C)C)NC(C(CCC(=O)N)=C)=O N1-(4-cyano-7-(4-isopropylphenyl)-2,3-dihydrobenzofuran-5-yl)-2-methylenepentanediamide